3-benzyl-1-(trans-4-((5-cyanopyridin-2-yl)amino)cyclohexyl)-1-(4-(2-thienyl)phenyl)urea C(C1=CC=CC=C1)NC(N(C1=CC=C(C=C1)C=1SC=CC1)[C@@H]1CC[C@H](CC1)NC1=NC=C(C=C1)C#N)=O